(S)-3-(7'-oxo-7',9'-dihydro-2'H,8'H-spiro[piperidine-4,3'-[1,4]dioxino[2,3-e]isoindol]-8'-yl)piperidine-2,6-dione O=C1N(CC2=C3C(=CC=C12)OC1(CO3)CCNCC1)[C@@H]1C(NC(CC1)=O)=O